trifluoroacetic acid, niobium salt [Nb+5].FC(C(=O)[O-])(F)F.FC(C(=O)[O-])(F)F.FC(C(=O)[O-])(F)F.FC(C(=O)[O-])(F)F.FC(C(=O)[O-])(F)F